C(C=C)(=O)N1CCN(CC1)[C@@H](CC1CC1)C1=CC=C(C=C1)C1(CC1)NC=1N=CC2=C(N1)N(C(C=C2)=O)C(C)C 2-[(1-{4-[(1S)-1-(4-Acryloylpiperazin-1-yl)-2-cyclopropylethyl]phenyl}cyclopropyl)amino]-8-(propan-2-yl)pyrido[2,3-d]pyrimidin-7(8H)-on